(R)-1-(3-nitrophenyl)ethanol [N+](=O)([O-])C=1C=C(C=CC1)[C@@H](C)O